[N].C1=NCC2=C1C=CN=C2 2,5-benzimidazole nitrogen